bis[2-[(2-methyl-propenoyl) oxy] ethyl] carbonate C(OCCOC(C(=C)C)=O)(OCCOC(C(=C)C)=O)=O